C(C1CO1)OC1=CC=C(C=C1)C(C)(C)C1=CC=C(C=C1)OCC1CO1 bis(4-glycidyloxyphenyl)dimethylmethane